4-bromo-2-(5-bromo-4-methoxypyrimidin-2-yl)-3-oxo-2,8-diazaspiro[4.5]decane-8-carboxylic acid tert-butyl ester C(C)(C)(C)OC(=O)N1CCC2(C(C(N(C2)C2=NC=C(C(=N2)OC)Br)=O)Br)CC1